N=1C=NN2C1C=C(C=C2)C=2C(=CC(=C(C2)NC2=NC=NC1=CC(=C(C=C21)OC2CCN(CC2)C(C=C)=O)OC)C(C)(C)O)F 1-(4-((4-((5-([1,2,4]triazolo[1,5-a]pyridin-7-yl)-4-fluoro-2-(2-hydroxypropan-2-yl)phenyl)amino)-7-methoxyquinazoline-6-yl)oxy)piperidin-1-yl)prop-2-en-1-one